Benzyl (2R)-2-{[(1,2,3,5,6,7-hexahydro-s-indacen-4-yl)-carbamoyl]oxy}-3-(1H-pyrazol-1-yl)propanoate C1CCC2=C(C=3CCCC3C=C12)NC(=O)O[C@@H](C(=O)OCC1=CC=CC=C1)CN1N=CC=C1